(2S,4r)-1-[(2S)-2-(4-cyclopropyl-triazol-1-yl)-3,3-dimethyl-butyryl]-4-hydroxy-N-[(2-methyl-4,5,6,7-tetrahydroindazol-3-yl)methyl]pyrrolidine-2-carboxamide C1(CC1)C=1N=NN(C1)[C@H](C(=O)N1[C@@H](C[C@H](C1)O)C(=O)NCC=1N(N=C2CCCCC12)C)C(C)(C)C